FC1=C(C=CC(=C1)S(=O)(=O)C(C)(C)C1=C(C(=C(C(=C1F)F)C)F)F)SC1=NC(=C(C(=N1)NC1=NNC(=C1)C)OC)N1CCOCC1 2-((2-fluoro-4-((2-(2,3,5,6-tetrafluoro-4-methylphenyl)propan-2-yl)sulfonyl)phenyl)thio)-5-methoxy-N-(5-methyl-1H-pyrazol-3-yl)-6-morpholinopyrimidin-4-amine